FC(C1=NC=CC(=C1)C(=O)O)F 2-(difluoromethyl)pyridine-4-carboxylic acid